(2-(trifluoromethyl)pyridin-4-yl)-1H-indol FC(C1=NC=CC(=C1)N1C=CC2=CC=CC=C12)(F)F